BrC=1C2=C(C(N(C1)CC)=O)N(C=C2)S(=O)(=O)C2=CC=C(C)C=C2 4-bromo-6-ethyl-1-(toluene-4-sulfonyl)-1,6-dihydro-pyrrolo[2,3-c]pyridin-7-one